FC=1C=C(OCC2(CCCC2)N)C=C(C1[C@H]1N([C@@H](CC2=C3C(=CC=C12)NN=C3)C)CC(F)(F)F)F 1-((3,5-difluoro-4-((6S,8R)-8-methyl-7-(2,2,2-trifluoroethyl)-6,7,8,9-tetrahydro-3H-pyrazolo[4,3-f]isoquinolin-6-yl)phenoxy)methyl)cyclopentan-1-amine